3,9-bis[4-(2-acryloyloxyethoxy)phenyl]fluorene C(C=C)(=O)OCCOC1=CC=C(C=C1)C=1C=CC=2C(C3=CC=CC=C3C2C1)C1=CC=C(C=C1)OCCOC(C=C)=O